4-Oxo-4-((4-((4-(4-(trifluoromethyl)piperidin-1-yl)phenyl)amino)benzyl)amino)butanoic acid O=C(CCC(=O)O)NCC1=CC=C(C=C1)NC1=CC=C(C=C1)N1CCC(CC1)C(F)(F)F